5-Isopropyl-2-methylcyclohexyl (1-oxo-1-(2-thioxothiazolidin-3-yl) decan-5-yl) carbonate C(OC1C(CCC(C1)C(C)C)C)(OC(CCCC(N1C(SCC1)=S)=O)CCCCC)=O